1-[5-[3-(2,2-difluorocyclopropyl)triazol-4-yl]-3-pyridyl]-N-[(1R)-1-[3-(1,1-difluoro-2-hydroxy-ethyl)-2-fluoro-phenyl]ethyl]-6-oxo-pyridazine-3-carboxamide FC1(C(C1)N1N=NC=C1C=1C=C(C=NC1)N1N=C(C=CC1=O)C(=O)N[C@H](C)C1=C(C(=CC=C1)C(CO)(F)F)F)F